Mercaptopropylethyldiethoxysilan SCCC[Si](OCC)(OCC)CC